tert-butyl N-[4-hydroxy-2-isopropyl-phenyl]carbamate OC1=CC(=C(C=C1)NC(OC(C)(C)C)=O)C(C)C